4-chloro-3-(trifluoromethanesulfonyl)benzene-1-sulfonyl chloride ClC1=C(C=C(C=C1)S(=O)(=O)Cl)S(=O)(=O)C(F)(F)F